FC(C1=C(C=CC=C1)C#CC1CN(C1)C(=O)OC(C)(C)C)F Tert-Butyl 3-((2-(difluoromethyl)phenyl)ethynyl)azetidine-1-carboxylate